3-hydroxy-indolone OC=1C(N=C2C=CC=CC12)=O